tert-butyl((1S,2S,4S)-2-((tert-butyldimethylsilyl)oxy)-4-(((4-nitrophenoxy)carbonyl)oxy)cyclohexyl)carbamate C(C)(C)(C)OC(N[C@@H]1[C@H](C[C@H](CC1)OC(=O)OC1=CC=C(C=C1)[N+](=O)[O-])O[Si](C)(C)C(C)(C)C)=O